methyl-p-ethoxystyrene CC=CC1=CC=C(C=C1)OCC